3-hydroxy-1-(3-((4-methoxybenzyl)amino)-6-methylfuro[2,3-b]pyrazin-2-yl)pent-2-en-1-one OC(=CC(=O)C=1N=C2C(=NC1NCC1=CC=C(C=C1)OC)OC(=C2)C)CC